BrC1=CC(=NN1C1=CC2=CN(N=C2C=C1)C1=CC=CC=C1)N 5-bromo-1-(2-phenyl-2H-indazol-5-yl)-1H-pyrazol-3-amine